2-(3-bromophenoxy)-4-trifluoromethylpyridine BrC=1C=C(OC2=NC=CC(=C2)C(F)(F)F)C=CC1